ethyl 2-(2-(4-methylbenzoyl) hydrazino)-2-oxoacetate CC1=CC=C(C(=O)NNC(C(=O)OCC)=O)C=C1